5-nitro-1,2,3-triazine [N+](=O)([O-])C=1C=NN=NC1